FC1=C(C(=O)N)C=C(C=C1)F 2,5-difluorobenzamide